3,5,6-trimethyl-cyclohex-3-ene-1-carbaldehyde CC=1CC(C(C(C1)C)C)C=O